Cl.N[C@H](C)C=1C(=C(C=CC1)C(C(C)(O)C)(F)F)F 1-{3-[(1R)-1-aminoethyl]-2-fluorophenyl}-1,1-difluoro-2-methylpropan-2-ol hydrochloride